3,7-dibromo-10-ethyl-10H-phenoxazine BrC=1C=CC=2N(C3=CC=C(C=C3OC2C1)Br)CC